(2,2-difluoro-2-(3-nitro-4-(piperidin-1-yl)phenyl)ethyl)morpholine FC(CN1CCOCC1)(C1=CC(=C(C=C1)N1CCCCC1)[N+](=O)[O-])F